ClC=1C=C(C(=C(C(=O)NC=2SC3=C(N2)C=CC(=C3)OC(F)(F)F)C1)OC)COCCOC 5-chloro-2-methoxy-3-((2-methoxyethoxy)methyl)-N-(6-(trifluoromethoxy)benzo[d]thiazol-2-yl)benzamide